COC(C[C@H](CC(C)C)NC1=NC(=NC=2CCCCC12)N1CC2(CN(C2)C(=O)OC(C)(C)C)CC1)=O tert-butyl (S)-6-(4-((1-methoxy-5-methyl-1-oxohexan-3-yl)amino)-5,6,7,8-tetrahydroquinazolin-2-yl)-2,6-diazaspiro[3.4]octane-2-carboxylate